FC=1C(=C(C(=CC1)[N+](=O)[O-])N1[C@@H](CCC1)CNC(OC(C)(C)C)=O)NC(CCOC)=O (S)-tert-butyl (1-(3-fluoro-2-(3-methoxypropanamido)-6-nitrophenyl)pyrrolidin-2-yl)methylcarbamate